4-methylsulfonylcyclohexan-1-amine hydrochloride Cl.CS(=O)(=O)C1CCC(CC1)N